C1(CCCCC1)CNC(OC1C(C2=CC(=CC=C2C1)Br)=O)=O 6-Bromo-1-oxo-2,3-dihydro-1H-inden-2-yl (cyclohexylmethyl)carbamate